5-(4-((4-((1-(5-(difluoromethyl)-5H-pyrido[4,3-b]indol-7-yl)piperidin-4-yl)oxy)piperidin-1-yl)methyl)piperidin-1-yl)-2-(2,6-dioxopiperidin-3-yl)isoindoline-1,3-dione FC(N1C2=C(C=3C=CC(=CC13)N1CCC(CC1)OC1CCN(CC1)CC1CCN(CC1)C=1C=C3C(N(C(C3=CC1)=O)C1C(NC(CC1)=O)=O)=O)C=NC=C2)F